N,N'-diethyl-N,N'-dicyclohexyl-malonamide C(C)N(C(CC(=O)N(C1CCCCC1)CC)=O)C1CCCCC1